ClCCCS(=O)(=O)C=1C=CC2=C(C=C(O2)C(=O)OC)C1 methyl 5-(3-chloropropylsulfonyl)benzofuran-2-carboxylate